1,4-dihydro-9,10-bis(glycidoxy)anthracene C(C1CO1)OC=1C2=CC=CC=C2C(=C2CC=CCC12)OCC1CO1